CC(C)(CC(C=C)C)O 2,4-dimethyl-5-hexene-2-ol